OC(COC1=CC=C(C=C1)NC(CN1C=NC2=C(C1=O)N(N=C2NC2=CC=C(C=C2)C(F)(F)F)C)=O)(C)C N-(4-(2-hydroxy-2-methylpropyloxy)phenyl)-2-(1-methyl-7-oxo-3-((4-(trifluoromethyl)phenyl)amino)-1,7-dihydro-6H-pyrazolo[4,3-d]pyrimidin-6-yl)acetamide